1-(5-(((S)-4-(((1r,3R,4S)-3,4-difluorocyclopentyl)methyl)-3-methylpiperazin-1-yl)methyl)pyrazolo[1,5-a]pyridin-3-yl)dihydropyrimidine-2,4(1H,3H)-dione F[C@@H]1CC(C[C@@H]1F)CN1[C@H](CN(CC1)CC1=CC=2N(C=C1)N=CC2N2C(NC(CC2)=O)=O)C